(E)-5,5-dimethyl-3-(2-(naphthalen-2-yl)vinyl)cyclohex-2-en-1-one CC1(CC(=CC(C1)=O)\C=C\C1=CC2=CC=CC=C2C=C1)C